FCCC(CC(CC)(C(F)(F)F)C(C(F)(F)F)(F)F)C(F)(F)F fluoro-5-(perfluoroethyl)-3,5-bis(trifluoromethyl)heptane